4,4'-[(6,6'-diphenyl[1,1'-binaphthalene]-2,2'-diyl)bis(oxy)]bis[2-(naphthalen-1-yl)benzoic acid] C1(=CC=CC=C1)C=1C=C2C=CC(=C(C2=CC1)C1=C(C=CC2=CC(=CC=C12)C1=CC=CC=C1)OC1=CC(=C(C(=O)O)C=C1)C1=CC=CC2=CC=CC=C12)OC1=CC(=C(C(=O)O)C=C1)C1=CC=CC2=CC=CC=C12